FC1=C(C(=C(C=C1OC)OC)F)C1CCC=2C(=NNC2C1)C1=C(C=NN1C)NC(C(=C)F)=O N-(5-(6-(2,6-difluoro-3,5-dimethoxyphenyl)-4,5,6,7-tetrahydro-1H-indazol-3-yl)-1-methyl-1H-pyrazol-4-yl)-2-fluoroacrylamide